3-chloro-5-(2-chloro-4-(3-ethynylpyridin-4-yl)-5-fluorobenzamido)-N-(2-(trifluoromethoxy)ethyl)picolinamide ClC=1C(=NC=C(C1)NC(C1=C(C=C(C(=C1)F)C1=C(C=NC=C1)C#C)Cl)=O)C(=O)NCCOC(F)(F)F